N1(CCCCC1)C1=NC=CC(=C1)C1=CC=2C(=NC=CC2C=2C=C3C(=NNC3=CC2)N)N1 5-(2-(2-(piperidin-1-yl)pyridin-4-yl)-1H-pyrrolo[2,3-b]pyridin-4-yl)-1H-indazol-3-amine